N-butylcarbamic acid-2-hydroxyethyl ester OCCOC(NCCCC)=O